C(=O)(O)C1(CC(OC2=C(C=CC=C2)C(CC)C2=C(C=CC=C2)OC=2CC(C=CC2)(C(=O)O)C(=O)O)=CC=C1)C(=O)O 3,3-bis(3,3-dicarboxyphenoxyphenyl)propane